(S)-2-((carboxymethyl)(N-(4-((4-guanidinobenzoyl)oxy)benzyl)sulfamoyl)amino)succinic acid C(=O)(O)CN([C@H](C(=O)O)CC(=O)O)S(NCC1=CC=C(C=C1)OC(C1=CC=C(C=C1)NC(=N)N)=O)(=O)=O